N-(5-carbamoylfuran-2-yl)-2-(4,4-difluoroazepan-1-yl)-7-fluoroquinoline-3-carboxamide C(N)(=O)C1=CC=C(O1)NC(=O)C=1C(=NC2=CC(=CC=C2C1)F)N1CCC(CCC1)(F)F